(S)-5-((((2'-(3-((4-(((1-acetylpiperidin-4-yl)amino)methyl)-3-fluoropyridin-2-yl)amino)-2-fluorophenyl)-3'-chloro-6-methoxy-[2,4'-bipyridin]-5-yl)methyl)amino)methyl)pyrrolidin-2-one C(C)(=O)N1CCC(CC1)NCC1=C(C(=NC=C1)NC=1C(=C(C=CC1)C1=NC=CC(=C1Cl)C1=NC(=C(C=C1)CNC[C@@H]1CCC(N1)=O)OC)F)F